FC1=C(CNC(=O)C2CC2)C=CC(=C1F)C1=NOC(=N1)C(F)(F)F N-{2,3-difluoro-4-[5-(trifluoromethyl)-1,2,4-oxadiazol-3-yl]benzyl}cyclopropanecarboxamide